[Sn]=S.[Li] lithium-tin sulfide